C([C@@H](C(=O)O)N)[Se][Se]C[C@@H](C(=O)O)N selenocystine